C(C)OC(NC1=NC(=CC=C1)C1=NN=CN1C(C)C)=O (6-(4-isopropyl-4H-1,2,4-triazol-3-yl)pyridin-2-yl)carbamic acid ethyl ester